ClC=1C=CC(=C(C1)CC(=O)NC=1C=C(C(=O)NC2(COCC2)C#N)C=CC1)O 3-[[2-(5-chloro-2-hydroxy-phenyl)acetyl]amino]-N-(3-cyanotetrahydrofuran-3-yl)benzamide